OC1=C(C=CC=C1)C=1C=C2C(=NN1)NC[C@@H]1N2CCN(C1)C(=O)OC1CCNCC1 Piperidin-4-yl (S)-2-(2-hydroxyphenyl)-5,6,6a,7,9,10-hexahydro-8H-pyrazino[1',2':4,5]pyrazino[2,3-c]pyridazine-8-carboxylate